Cl.Cl.Cl.N[C@@H](CCCC[N+](C)(C)C)C(=O)O laminin Tri-HCl